N-(9,9-diphenyl-9H-fluoren-2-yl)-N-(2-(phenanthren-9-yl)phenyl)-9,9-diphenyl-9H-fluoren-2-amine C1(=CC=CC=C1)C1(C2=CC=CC=C2C=2C=CC(=CC12)N(C1=CC=2C(C3=CC=CC=C3C2C=C1)(C1=CC=CC=C1)C1=CC=CC=C1)C1=C(C=CC=C1)C=1C2=CC=CC=C2C=2C=CC=CC2C1)C1=CC=CC=C1